(R)-N-(1-(3,5-di(furan-2-yl)phenyl)ethyl)-5-(2-(dimethylamino)ethoxy)-2-methyl-benzamide O1C(=CC=C1)C=1C=C(C=C(C1)C=1OC=CC1)[C@@H](C)NC(C1=C(C=CC(=C1)OCCN(C)C)C)=O